pyridine compound with ethyl acetate C(C)(=O)OCC.N1=CC=CC=C1